(R)-3-(4-(4-(1-((R)-2,2-difluoropentan-3-yl)-1H-pyrazol-4-yl)pyrazolo[1,5-a]pyrazin-6-yl)-1H-pyrazol-1-yl)propane-1,2-diol FC(C)([C@@H](CC)N1N=CC(=C1)C=1C=2N(C=C(N1)C=1C=NN(C1)C[C@H](CO)O)N=CC2)F